ClC1=CC(=C(C=C1)C1=NC(=CC2=C1N=C(N(C2=O)C)C)N2C[C@H](OC1(CC1)C2)C2=CC(=NC=C2)C)F (R)-8-(4-chloro-2-fluorophenyl)-2,3-dimethyl-6-(5-(2-methylpyridin-4-yl)-4-oxa-7-azaspiro[2.5]octan-7-yl)pyrido[3,4-d]pyrimidin-4(3H)-one